Cl.FC(C1=CC=C2C3=C(NC2=C1)CN[C@@H](C3)C(=O)OC)(F)F methyl (S)-7-(trifluoromethyl)-2,3,4,9-tetrahydro-1H-pyrido[3,4-b]indole-3-carboxylate hydrochloride